C1(CC1)CN1[C@H]2[C@@]3(CCC([C@H]4[C@@]3(C=3C(=C(C=CC3C2)O)O4)CC1)=O)O (5R,9R,13S,14S)-17-Cyclopropylmethyl-3,14-dihydroxy-4,5-epoxymorphinan-6-one